2-((5-(5-(difluoromethyl)-1,3,4-oxadiazole-2-yl)pyridine-2-yl)methyl)-4,4-dimethyl-7-morpholinoisoquinoline-1,3(2H,4H)-dione FC(C1=NN=C(O1)C=1C=CC(=NC1)CN1C(C2=CC(=CC=C2C(C1=O)(C)C)N1CCOCC1)=O)F